Isononanoic acid C(CCCCCC(C)C)(=O)O